N-[5-[2-methyl-4-[[(1R,5S)-3-oxa-9-azabicyclo[3.3.1]nonan-7-yl]oxy]pyrazol-3-yl]pyrazolo[1,5-a]pyridin-2-yl]cyclopropanecarboxamide CN1N=CC(=C1C1=CC=2N(C=C1)N=C(C2)NC(=O)C2CC2)OC2C[C@H]1COC[C@@H](C2)N1